COC1=CC=C(CN2C([C@@](CC2)(C(=O)NNC(=O)C=2C(=NN(C2)C(F)(F)F)NC2=CC=C(C=C2)C(F)(F)F)C=C)=O)C=C1 (S)-N'-(1-(4-methoxybenzyl)-2-oxo-3-vinylpyrrolidine-3-carbonyl)-1-(trifluoromethyl)-3-((4-(trifluoromethyl)phenyl)amino)-1H-pyrazole-4-carbohydrazide